[Cl-].C(C)[NH+]1C=C(C=C1)CCCC 1-Ethyl-3-butylpyrrolium chlorid